OC1CN(CC1)C#N 3-hydroxypyrrolidine-1-carbonitrile